CC(CC)=C(C(=O)OCCCC)C(=O)OCCCC di-n-butyl (1-methylpropylidene)malonate